titanium(IV) oxybromide O(Br)Br.[Ti+4]